ClC1=CN=C2N1C=CC(=C2Cl)S(=O)C=2N=CC(=NC2)N2CCC1([C@@H]([C@@H](OC1)C)N)CC2 (3S,4S)-8-(5-[(3,8-dichloroimidazo[1,2-a]pyridin-7-yl)sulfinyl]pyrazin-2-yl)-3-Methyl-2-Oxa-8-azaspiro[4.5]decane-4-amine